Boc-hydroxyl-adamantane C(=O)(OC(C)(C)C)C1C2(CC3CC(CC1C3)C2)O